C(=O)(O)C=1C=C(C=C(C1)C(=O)O)CC=1C=C(C=C(C1)C(=O)O)C(=O)O 5-[(3,5-dicarboxyphenyl)methyl]benzene-1,3-dicarboxylic acid